C(=C)[C@@]1([C@H](O)[C@H](O)[C@@H](CO)O1)N1C=NC=2C(O)=NC=NC12 vinyl-inosine